N-(2-methoxyethyl)-3-(2-pivaloylaminobenzo[d]thiazol-5-yl)benzamide COCCNC(C1=CC(=CC=C1)C=1C=CC2=C(N=C(S2)NC(C(C)(C)C)=O)C1)=O